C(C)(C)(C)OC(=O)NCC1=CC=C(C=C1)NC(=O)C12CCC(CC1)(CC2)C(=O)O 4-[4-(tert-butoxycarbonylamino-methyl)-phenylcarbamoyl]-bicyclo[2.2.2]octane-1-carboxylic acid